N1=C(C=CC=C1)N1CCC(CC1)C(=O)N pyridin-2-yl-piperidine-4-carboxamide